tert-Butyl 4-(2,4-dichlorophenyl)piperazine-1-carboxylate ClC1=C(C=CC(=C1)Cl)N1CCN(CC1)C(=O)OC(C)(C)C